CC(C(=O)N[C@@H]1C[C@H](C1)OC=1C=2N(C=C(N1)C=1C=NN(C1)C)N=CC2)=CC methyl-N-((trans)-3-((6-(1-methyl-1H-pyrazol-4-yl)pyrazolo[1,5-a]pyrazin-4-yl)oxy)cyclobutyl)but-2-enamide